O1C(=CC2=C1C=CC=C2)C=2C1(C3=CC=CC=C3C2)CCC(CC1)(C(=O)O)NC1=CC(=CC=C1)Cl (1s,4s)-2'-(1-benzofuran-2-yl)-4-(3-chloroanilino)spiro[cyclohexane-1,1'-indene]-4-carboxylic acid